argon tin chloride [Sn](Cl)(Cl)(Cl)Cl.[Ar]